ClC=1C=C(C=C(C1)C1=CC=C(C=C1)CO)C(=O)N1CCN(CC1)C=1OC=2C(=NC(=CC2)C)N1 [3-Chloro-5-[4-(hydroxymethyl)phenyl]phenyl]-[4-(5-methyl-[1,3]oxazolo[4,5-b]pyridin-2-yl)piperazin-1-yl]methanone